FC(N1C=NC2=C1C=CC(=C2)OC2=C(C(=C(C=C2)NC=2C1=C(N=CN2)C=CC(=N1)N1C[C@H](N(CC1)C(C=C)=O)C)F)C)F (R)-1-(4-(4-((4-((1-(difluoromethyl)-1H-benzo[d]imidazol-5-yl)oxy)-2-fluoro-3-methylphenyl)amino)pyrido[3,2-d]pyrimidin-6-yl)-2-methylpiperazin-1-yl)prop-2-en-1-one